[B].[Ni] NICKEL-BORON